7-Bromo-N-(tetrahydro-2H-pyran-4-yl)-[1,2,4]triazolo[1,5-a]pyridin-2-amine BrC1=CC=2N(C=C1)N=C(N2)NC2CCOCC2